N-(4-(4-aminophenyl)pyrimidin-2-yl)-3-fluoro-N-(1-methyl-1H-pyrazol-4-yl)propane-1-sulfonamide NC1=CC=C(C=C1)C1=NC(=NC=C1)N(S(=O)(=O)CCCF)C=1C=NN(C1)C